C(C)(C)N1N=C(C=C1[C@@H]1C[C@H](CCC1)N1CC2(CS(C2)(=O)=O)CC1)C(F)(F)F 6-((1S,3S)-3-(1-isopropyl-3-(trifluoromethyl)-1H-pyrazol-5-yl)cyclohexyl)-2-thia-6-azaspiro[3.4]octane 2,2-dioxide